tert-butyl cis-5-oxo-octahydrocyclopenta[c]pyrrole-2-carboxylate O=C1C[C@@H]2[C@@H](CN(C2)C(=O)OC(C)(C)C)C1